4-[2-[1-(2-fluoro-4-nitro-phenyl)-3,6-dihydro-2H-pyridin-4-yl]ethynyl]-4-hydroxy-piperidine-1-carboxylic acid benzyl ester C(C1=CC=CC=C1)OC(=O)N1CCC(CC1)(O)C#CC=1CCN(CC1)C1=C(C=C(C=C1)[N+](=O)[O-])F